C1(=CC=CC=C1)C(N1CC(C1)CNC1CCN(CC1)C)C1=CC=CC=C1 N-{[1-(diphenylmethyl)azetidin-3-yl]Methyl}-1-methylpiperidin-4-amine